ClC1=C(C=CC(=C1)CCN1CCNCC1)C=1N(C2=NC=NC(=C2N1)OC1(CC1)C)CC1=NC=CC(=C1)C 8-(2-chloro-4-(2-(piperazin-1-yl)ethyl)phenyl)-6-(1-methylcyclopropoxy)-9-((4-methylpyridin-2-yl)methyl)-9H-purine